C1(=CC(=CC=C1)C1=NC(=NC(=N1)C1=CC=C(C=C1)C1=C(C=C(C=C1C1=CC=CC=C1)C1=CC=CC=C1)C1=CC=CC=C1)C1=CC=CC=C1)C1=CC=CC=C1 2-([1,1'-biphenyl]-3-yl)-4-(2',6'-diphenyl-[1,1':4',1''-terphenyl]-4-yl)-6-phenyl-1,3,5-triazine